COC(=O)C1=C(C2=CC=CC=C2C=C1)C=1C=NC=CC1 3-pyridyl-2-naphthoic acid methyl ester